NC=1C2=C(N=CN1)N(C=C2Br)[C@@H]2O[C@@H]([C@H]([C@H]2O)O)\C=C\CCCNCC2CC(C2)(F)F (2R,3R,4S,5R)-2-{4-amino-5-bromo-7H-pyrrolo[2,3-d]pyrimidin-7-yl}-5-[(1E)-5-{[(3,3-difluorocyclobutyl)methyl]amino}pent-1-en-1-yl]oxolane-3,4-diol